C(C)(C)(C)OC(=O)N1CCC(CC1)SC1=NC(=CC(=N1)N)C.CC(CCS(=O)(=O)O)C=1NC=CN1 1-methyl-3-sulfopropyl-imidazole TERT-BUTYL-4-((4-AMINO-6-METHYLPYRIMIDIN-2-YL)THIO)PIPERIDINE-1-CARBOXYLATE